N-(2,6-dimethylpyrimidin-4-yl)-5-[2-methyl-4-[[(2S)-1-methylazetidin-2-yl]methoxy]pyrazol-3-yl]pyrazolo[1,5-a]pyridin-2-amine CC1=NC(=CC(=N1)NC1=NN2C(C=C(C=C2)C=2N(N=CC2OC[C@H]2N(CC2)C)C)=C1)C